ClC=1N=CC2=C(C=CC(=C2C1)C(C)C)OC[C@@H]1CCCN1C (S)-5-(((3-chloro-5-isopropylisoquinolin-8-yl)oxy)methyl)-1-methylpyrrolidin